acryloyloxymethyl-N,N-diethylammonium C(C=C)(=O)OC[NH+](CC)CC